ClC=1C=C(C=CC1N1C(N(C=C1)C)=O)C1=C(C(=CC(=C1)F)C=1C=C(C=NC1)N1C[C@H](N(CC1)C(=O)OC(C)(C)C)C)OC (R)-tert-butyl 4-(5-(3'-chloro-5-fluoro-2-methoxy-4'-(3-methyl-2-oxo-2,3-dihydro-1H-imidazol-1-yl)-[1,1'-biphenyl]-3-yl)pyridin-3-yl)-2-methylpiperazine-1-carboxylate